O=C1N(C(C2=CC=CC=C12)=O)C1=CC=C(C=C1)NC(CCC1=CC=CC=C1)=O N-(4-(1,3-diketoisoindol-2-yl)phenyl)-3-phenylpropionamide